(2S)-4-[[3-amino-5-(difluoromethyl)-2-methyl-phenyl]methyl]-2-methyl-piperazine-1-carboxylic acid tert-butyl ester C(C)(C)(C)OC(=O)N1[C@H](CN(CC1)CC1=C(C(=CC(=C1)C(F)F)N)C)C